p-propoxybenzoyl chloride C(CC)OC1=CC=C(C(=O)Cl)C=C1